2-bis(t-butyloxycarbonyl)amino-1-(3-methoxy-2,6-dimethylphenyl)-5-(3-methylureido)-1H-pyrrolo[2,3-b]pyridine-3-carboxamide C(C)(C)(C)OC(=O)N(C1=C(C=2C(=NC=C(C2)NC(=O)NC)N1C1=C(C(=CC=C1C)OC)C)C(=O)N)C(=O)OC(C)(C)C